{(E)-3-[2-(1-Azetidinyl)ethylidene]-5-indanyl}methanol N1(CCC1)C\C=C\1/CCC2=CC=C(C=C12)CO